silylene ether [SiH2]=O